COCC1=[N+](C=CC=C1C)[O-] 2-(methoxymethyl)-3-methylpyridine 1-oxide